N=1N(N=C2C1C=CC=C2)C=2C=C(C=C(C2O)C(C)(C)C)C(C(=O)O)C [3-(2H-benzotriazole-2-yl)-4-hydroxy-5-tertiary butyl-phenyl]-propionic acid